C1(CCC1)CN(C(=O)OCC1=C(N=NN1C)C1=CC=C(C(=N1)C)O[C@@H]1C[C@@H](OCC1)C(=O)O)C |r| (±)-cis-4-((6-(5-((((cyclobutylmethyl)(methyl)carbamoyl)oxy)methyl)-1-methyl-1H-1,2,3-triazol-4-yl)-2-methylpyridin-3-yl)oxy)tetrahydro-2H-pyran-2-carboxylic Acid